C(C)C1=CC=C(C(=N1)C)C1=NN2C(N=CC=C2)=C1C(=O)N[C@@H]1C(NC2=C(C(=N1)C1=CC=CC=C1)C=CC=C2F)=O 2-(6-ethyl-2-methylpyridin-3-yl)-N-[(3S)-9-fluoro-2-oxo-5-phenyl-2,3-dihydro-1H-1,4-benzodiazepine-3-Yl]pyrazolo[1,5-a]pyrimidine-3-carboxamide